2,6-dimethyl-1,4-phenylene-bis(4-hydroxybenzoate) CC1=C(C(=CC(=C1)C1=C(C(=O)[O-])C=CC(=C1)O)C)C1=C(C(=O)[O-])C=CC(=C1)O